O=C1N(CCC(N1)=O)C1=CC=C(C=C1)N1CCC(CC1)CN1CCC(CC1)C1=CC2=C(NC=3N(CC2)N=C(C3C(=O)N)C3=CC=C(C=C3)OC3=CC=CC=C3)C=C1 7-(1-((1-(4-(2,4-dioxotetrahydropyrimidin-1(2H)-yl)phenyl)piperidin-4-yl)methyl)piperidin-4-yl)-2-(4-phenoxyphenyl)-9,10-dihydro-4H-benzo[d]pyrazolo[1,5-a][1,3]diazepine-3-carboxamide